COC(=O)C=1SC=C(C1OC(C)C1=CC=CC=C1)Br 4-bromo-3-(1-phenylethoxy)thiophene-2-carboxylic acid methyl ester